OC1=C(C=CC=C1)C=1C=C2N3CCN(C[C@@H]3CNC2=NN1)C1=CC=C(C=N1)C1CCN(CC1)C(=O)OC(C)(C)C tert-butyl 4-[6-[(10S)-4-(2-hydroxyphenyl)-1,5,6,8,12-pentazatricyclo[8.4.0.02,7]tetradeca-2,4,6-trien-12-yl]-3-pyridyl]piperidine-1-carboxylate